2-((1R,3R)-1-Hydroxy-4-methyl-3-((2S,3S)-3-methyl-2-((R)-1-methylpiperidine-2-carboxamido)-N-(3-(4-nitrobenzyloxy)propoxy)pentanamido)pentyl)thiazole-4-carboxylic acid O[C@H](C[C@H](C(C)C)N(C([C@H]([C@H](CC)C)NC(=O)[C@@H]1N(CCCC1)C)=O)OCCCOCC1=CC=C(C=C1)[N+](=O)[O-])C=1SC=C(N1)C(=O)O